C1(CC1)N1C(=NC(=C1)C(F)(F)F)C1=CC=C(C=C1)CN1C(C(=CC2=C1N=C(N=C2)C=2C(=NC=NC2OC)C2CC2)C=2N=NN(C2)C)=O 8-({4-[1-cyclopropyl-4-(trifluoromethyl)imidazol-2-yl]phenyl}methyl)-2-(4-cyclopropyl-6-methoxypyrimidin-5-yl)-6-(1-methyl-1,2,3-triazol-4-yl)pyrido[2,3-d]pyrimidin-7-one